N[C@H](C(=O)O)CCC(=O)N[C@@H](CS)C(=O)NCC(=O)O |r| rac-glutathione